C1=C(C=CC2=CC=CC=C12)NC(C(=C)C1=CC=CC=C1)=O N-(naphthalen-2-yl)-2-phenylacrylamide